2-[4-[3-methyl-1-(1-methyl-2,6-dioxo-3-piperidyl)-2-oxo-benzimidazol-5-yl]-1-piperidyl]acetic acid CN1C(N(C2=C1C=C(C=C2)C2CCN(CC2)CC(=O)O)C2C(N(C(CC2)=O)C)=O)=O